2-((S)-Amino(4,4-difluorocyclohexyl)methyl)imidazo[1,2-b]pyridazin N[C@H](C=1N=C2N(N=CC=C2)C1)C1CCC(CC1)(F)F